C1=CC=CC=2C3=CC=CC=C3N(C12)C=1C=C(C=CC1)NC1=CC2=CC=C(C=C2C=C1)C1=CC=CC=C1 N-(3-(9H-carbazole-9-yl)phenyl)-6-phenylnaphthalene-2-amine